5-amino-6-[5-(methoxymethoxy)-2-methyl-phenyl]-2-thiazol-2-yl-pyrimidine-4-carboxamide NC=1C(=NC(=NC1C1=C(C=CC(=C1)OCOC)C)C=1SC=CN1)C(=O)N